BrC=1C=CC(=NC1)NC(=O)C=1C(N(N2C1COCC2)C2=CC=CC=C2)=O N-(5-bromopyridin-2-yl)-2-oxo-1-phenyl-2,4,6,7-tetrahydro-1H-pyrazolo[5,1-c][1,4]Oxazine-3-carboxamide